N[C@@H](CC(=O)[O-])C(=O)OC(CCCCC)=O caproyl aspartate